methyl 5-chloro-2-methoxy-3-vinylbenzoate ClC=1C=C(C(=C(C(=O)OC)C1)OC)C=C